enanthic acid amide C(CCCCCC)(=O)N